(7R,14R)-1-(difluoromethoxy)-6-(methyl-d3)-11-(pyrazin-2-ylethynyl)-6,7-dihydro-7,14-methanobenzo[f]benzo[4,5]imidazo[1,2-a][1,4]diazocin-5(14H)-one FC(OC1=CC=CC=2C(N([C@H]3C=4N([C@@H](C21)C3)C3=C(N4)C=CC(=C3)C#CC3=NC=CN=C3)C([2H])([2H])[2H])=O)F